bis(1,2-dimethylcyclopentadienyl)diphenyltitanium CC1(C(=CC=C1)C)[Ti](C1=CC=CC=C1)(C1=CC=CC=C1)C1(C(=CC=C1)C)C